OC(CCCC1=CCC(CC1)C=O)(C)C 4-(4-hydroxy-4-methylpentyl)-3-cyclohexen-1-carboxaldehyde